C1=CC=C2C(=C1)C(C3=CC=CC=C32)COC(=O)NCCCCCCN.Cl Fmoc-1,6-diaminohexane hydrochloride